3-((2,5-dichloropyrimidin-4-yl)amino)-N-(2,4,4-trimethylpentan-2-yl)thiophene-2-carboxamide ClC1=NC=C(C(=N1)NC1=C(SC=C1)C(=O)NC(C)(CC(C)(C)C)C)Cl